ClC1=CC=NC(=N1)C1=CC=NC=C1 6-chloro-2-(4-pyridyl)pyrimidine